Tert-Butyl Isopropyl(2-oxo-2-(2-(2-((4-(trifluoromethyl)phenyl)amino)benzoyl)hydrazinyl)ethyl)carbamate C(C)(C)N(C(OC(C)(C)C)=O)CC(NNC(C1=C(C=CC=C1)NC1=CC=C(C=C1)C(F)(F)F)=O)=O